(13S,17S)-2-methoxy-13-methyl-17-((methylsulfonyl)oxy)-7,8,9,11,12,13,14,15,16,17-decahydro-6H-cyclopenta[a]phenanthren-3-yl benzenesulfonate C1(=CC=CC=C1)S(=O)(=O)OC=1C(=CC=2C3CC[C@@]4([C@H](CCC4C3CCC2C1)OS(=O)(=O)C)C)OC